FC=1C=NC=C(C1C=1C=NC(=CC1)C=O)F 3',5'-difluoro-[3,4'-bipyridine]-6-carbaldehyde